ClC1=CN=CC(=N1)N1CC2(COC2)C1 6-(6-chloropyrazin-2-yl)-2-oxa-6-azaspiro[3.3]heptane